C([C@@H](C(=O)O)NC(=O)N)C(=O)O The molecule is the L-enantiomer N-carbamoylaspartic acid. It has a role as a metabolite. It is a N-carbamoyl-L-amino acid, a N-carbamoylaspartic acid and a L-aspartic acid derivative. It is a conjugate acid of a N-carbamoyl-L-aspartate(2-).